o-trifluoromethylphenyl-[1,1'-biphenyl]-4,4'-diamine FC(C1=C(C=CC(=C1C1=CC=CC=C1)N)C1=CC=C(C=C1)N)(F)F